N1=CN=C2NC=NC2=C1C=1C(=NC=CC1)NC=1C=C(C=CC1C)NC(CC1CCOCCC1)=O N-(3-(3-(9H-purin-6-yl)pyridin-2-ylamino)-4-methylphenyl)-2-(oxepan-4-yl)acetamide